C(C)(C)(C)OC(=O)N1C([C@H](C[C@H]1C(N(C)C1=CC(=C(C=C1)F)Cl)=O)O[Si](C)(C)C(C)(C)C)=O (3S,5S)-3-((tert-butyl-dimethylsilyl)oxy)-5-((3-chloro-4-fluorophenyl)(methyl)carbamoyl)-2-oxopyrrolidine-1-carboxylic acid tert-butyl ester